C(C)C1=CC=C(OC(C(=O)O)CC)C=C1 (4-ethylphenoxy)butanoic acid